(S)-4-ethyl-8-fluoro-4-hydroxy-11-((R)-1-(3,3-difluorocyclobutyl)pyrrolidin-3-yl)-1,12-dihydro-14H-pyrano[3',4':6,7]indolizino[2,1-b]quinoline-3,6,14(4H,11H)-trione C(C)[C@]1(C(OCC=2C(N3CC=4N(C5=CC=C(C=C5C(C4C3=CC21)=O)F)[C@H]2CN(CC2)C2CC(C2)(F)F)=O)=O)O